C1(CCCCC1)N cyclohexan-1-amin